4-(3,5-dicyclohexyl-1-methyl-1H-pyrazol-4-yl)-N-ethyl-6-methyl-7-oxo-6,7-dihydro-1H-pyrrolo[2,3-c]pyridine-2-carboxamide C1(CCCCC1)C1=NN(C(=C1C=1C2=C(C(N(C1)C)=O)NC(=C2)C(=O)NCC)C2CCCCC2)C